(S)-1-[(2-hydroxyethyl)amino]-2,3-dihydro-1H-indene-4-carbonitrile OCCN[C@H]1CCC=2C(=CC=CC12)C#N